FC=1C=C(C=2N(C1)C(=CN2)C2=NN(C1=C2C=NC(=C1)C(=O)N1C=C2C(C1)COC2)CC(F)(F)F)F [3-(6,8-Difluoro-imidazo[1,2-a]pyridin-3-yl)-1-(2,2,2-trifluoro-ethyl)-1H-pyrazolo[4,3-c]pyridin-6-yl]-(tetrahydro-furo[3,4-c]pyrrol-5-yl)-methanon